methyl (S)-5-cyclobutoxy-6-(2-(4-fluoropiperidin-4-yl)thiazol-4-yl)-2-methyl-3,4-dihydroquinoline-1(2H)-carboxylate C1(CCC1)OC1=C2CC[C@@H](N(C2=CC=C1C=1N=C(SC1)C1(CCNCC1)F)C(=O)OC)C